N-(3-(3-amino-4-(1-oxo-1,2,3,4-tetrahydroisoquinolin-6-yl)-1H-pyrazol-1-yl)phenyl)-2-cyanoacetamide NC1=NN(C=C1C=1C=C2CCNC(C2=CC1)=O)C=1C=C(C=CC1)NC(CC#N)=O